Delta-aminopentanamide NCCCCC(=O)N